C1(CCC1)OC=1C=C(C=CC1NC(C)=O)C1=C(C(=CC=C1)C1=CC(=C(C=C1)NC(C)=O)F)O N,N'-(3-Cyclobutoxy-3''-fluoro-2'-hydroxy-[1,1':3',1''-terphenyl]-4,4''-diyl)diacetamide